ClC1=CC(=C(C=C1)CC(=O)N(C1=CC=C(C=C1)F)CC=1OC(=NN1)C1=NC=C(C=N1)Cl)C(F)(F)F 2-(4-Chloro-2-(trifluoromethyl)phenyl)-N-((5-(5-chloropyrimidin-2-yl)-1,3,4-oxadiazol-2-yl)methyl)-N-(4-fluorophenyl)acetamide